2-(4-methoxybenzoyl)dibenzothiophene-5-oxide COC1=CC=C(C(=O)C2=CC3=C(S(C4=C3C=CC=C4)=O)C=C2)C=C1